(5,5-dimethyl-5H-cyclopenta[2,1-c:3,4-c']dipyridin-3-yl)boronic acid CC1(C=2C(=CN=CC2)C=2C=NC(=CC21)B(O)O)C